4-Nitro-2,6-dibromophenol [N+](=O)([O-])C1=CC(=C(C(=C1)Br)O)Br